1-(5-aminopyridin-2-yl)azetidin-3-ol NC=1C=CC(=NC1)N1CC(C1)O